FC=1C=C(CC=2OC=CC2C(=O)O)C=CC1 2-(3-fluorobenzyl)furan-3-carboxylic acid